FC1=CC=C(C=C1)C1=CC/2=C(N=C3N(\C2=N\C2=CC=CC=C2)CCCC3)O1 (E)-2-(4-fluorophenyl)-N-phenyl-6,7,8,9-tetrahydro-4H-furo[2,3-d]pyrido[1,2-a]pyrimidine-4-imine